Cl.C(C1=CC=CC=C1)OC1=C(C=C(C=C1)CC(N)([2H])[2H])OC 2-(4-(benzyloxy)-3-methoxyphenyl)ethane-1,1-d2-1-amine hydrochloride